C(#N)C1=C(NC(NC1=O)=S)/C=C/C=1C=NC=CC1OCC(=O)O (E)-2-((3-(2-(5-cyano-6-oxo-2-thioxo-1,2,3,6-tetrahydropyrimidin-4-yl)vinyl)pyridin-4-yl)oxy)acetic acid